heptyl butyrate (propyl butyrate) C(CC)C(C(=O)O)CC.C(CCC)(=O)OCCCCCCC